C(=C(\C=C(/C(=O)O)\O)/C(=O)O)\C(=O)O 4-Oxalomesaconic acid